bis(trimethylgermyl)selenide C[Ge](C)(C)[Se][Ge](C)(C)C